F[C@H]1C[C@H](N(C1)C(CN1C[C@@H](CC1)NC1=CC=NC2=CC=C(C=C12)F)=O)C#N (2S,4S)-4-fluoro-1-[2-[(3R)-3-[(6-fluoro-4-quinolinyl)amino]pyrrolidin-1-yl]acetyl]pyrrolidine-2-carbonitrile